CNC(CC(=O)N)=O N1-methylpropanediamide